ClC1=C(C(=CC=C1)C(F)(F)F)NC(NC(C(=O)N(C)C)=CC1=CC(=CC=C1)[N+](=O)[O-])=O (R)-2-(3-(2-chloro-6-(trifluoromethyl)phenyl)ureido)-N,N-dimethyl-3-(3-nitrophenyl)acrylamide